CC1=CN(C2=CC=C(C=C12)S(=O)(=O)N1CCCCC1)C(C(=O)NC1=C(C=CC(=C1)CCCN1CCCC1)C)C 2-[3-methyl-5-(1-piperidylsulfonyl)indol-1-yl]-N-[2-methyl-5-(3-pyrrolidin-1-ylpropyl)phenyl]propanamide